manganese-copper-lanthanum [La].[Cu].[Mn]